3-(4-(6-chloro-2-((5-chloro-1-(2,2-difluoroethyl)-1H-pyrazol-4-yl)amino)quinazolin-7-yl)piperidin-1-yl)thietane ClC=1C=C2C=NC(=NC2=CC1C1CCN(CC1)C1CSC1)NC=1C=NN(C1Cl)CC(F)F